BrC1=CC(=C(C=C1)NC(CC1=CC=C(C=C1)OC(F)(F)F)=O)I N-(4-bromo-2-iodophenyl)-2-(4-(trifluoromethoxy)phenyl)acetamide